FC1=CC=C(C(=O)NCC#CC2=NN3C(C=CC=C3N[C@H]3[C@H](CN(CC3)C)F)=C2CC(F)(F)F)C=C1 4-fluoro-N-[3-(7-{[(3S,4R)-3-fluoro-1-methylpiperidin-4-yl]amino}-3-(2,2,2-trifluoroethyl)pyrazolo[1,5-a]pyridin-2-yl)prop-2-yn-1-yl]benzamide